CC1=CC=C(C=C1)S(=O)(=O)OCCC1CC1 cyclopropylethyl (4-methylbenzenesulfonate)